FC1=CC2=C(NC(=N2)CCC=2N=C(C3=C(N2)OC(=C3C(=O)NC)C)NC3(CC3)C)C=C1 [2-(5-fluoro-1H-1,3-benzodiazol-2-yl)ethyl]-N,6-dimethyl-4-[(1-methylcyclopropyl)amino]furo[2,3-d]pyrimidine-5-carboxamide